7-Hydroxy-6-(hydroxymethyl)-3-(4-methoxyphenyl)-8-methyl-4H-chromen-4-one OC1=C(C=C2C(C(=COC2=C1C)C1=CC=C(C=C1)OC)=O)CO